C(C(CCC#N)C#N)C#N butanetricarbonitrile